(R,S)-1-(1-(4-(1,1-difluoroethyl)-6-(3-methoxytetrahydrofuran-3-yl)pyridin-2-yl)-3-methyl-1H-pyrazolo[4,3-c]pyridin-6-yl)urea FC(C)(F)C1=CC(=NC(=C1)[C@]1(COCC1)OC)N1N=C(C=2C=NC(=CC21)NC(=O)N)C